FC=1C=C(C=C(C1)F)[C@@H]1CC[C@@H]2OC3(C(N21)=O)CC(C3)O (5'S,7a'S)-5'-(3,5-difluorophenyl)-3-hydroxytetrahydro-3'H-spiro[cyclobutane-1,2'-pyrrolo[2,1-b]oxazol]-3'-one